Cl.C(C)(C)(C)OC([C@H](CCC)N[C@@H]1CC2=C(C=C(C=C2CC1)Cl)F)=O.FC(C=1C=C(C=C(C1)C(F)(F)F)I)(F)F 3,5-bis-trifluoromethyl-iodobenzene (S)-tert-butyl-2-(((S)-6-chloro-8-fluoro-1,2,3,4-tetrahydronaphthalen-2-yl)amino)pentanoate hydrochloride